CNC=1C=CC=CC1[N+](=O)[O-] 3-methylamino-4-nitrobenzene